3-fluoro-N-((R,E)-4-(methylsulfonyl)but-3-en-2-yl)pyrazine-2-carboxamide FC=1C(=NC=CN1)C(=O)N[C@H](C)\C=C\S(=O)(=O)C